C1(=CC=CC=C1)CCCN1C2=CC=CC=C2C=2C=CN=C(C12)CNC1=NC=CC=2C3=CC=CC=C3N(C12)C N-{[9-(3-phenylpropyl)-beta-carbolin-1-yl]methyl}-9-methyl-beta-carbolin-1-amine